[Si](C)(C)(C(C)(C)C)N=S(=O)(N)C1=CC(=C(C=C1)F)C(C)(C)O N'-(tert-butyldimethylsilyl)-4-fluoro-3-(2-hydroxypropan-2-yl)benzenesulfonimidamide